rac-ethyl-2-diazo-3-((1S,2R)-2-fluoro-cyclopropyl)-3-oxo-propionic acid C(C)OC(C(C(=O)[C@H]1[C@@H](C1)F)=[N+]=[N-])=O |r|